tert-butyl 8-hydroxy-6-oxo-6,8-dihydro-2H-spiro[benzo[2,1-b:3,4-c']difuran-3,4'-piperidine]-1'-carboxylate OC1OC(C2=C1C=1OCC3(CCN(CC3)C(=O)OC(C)(C)C)C1C=C2)=O